4-hydroxy-1-isobutyl-7-(4-methylpiperazin-1-yl)-N-(3-methylpyridin-2-yl)-2-oxo-1,2-dihydroquinoline-3-carboxamide TFA salt OC(=O)C(F)(F)F.OC1=C(C(N(C2=CC(=CC=C12)N1CCN(CC1)C)CC(C)C)=O)C(=O)NC1=NC=CC=C1C